3-((difluoromethyl)sulfonyl)-5,5-difluoro-4-hydroxyl-4,5,6,7-tetrahydro-1H-indole FC(S(=O)(=O)C1=CNC=2CCC(C(C12)O)(F)F)F